O[C@H]1CC[C@@]2([C@H]3CC[C@@]4([C@H](CC[C@@]4([C@@H]3CC[C@@H]2C1)O)C=1COC(C1)=O)C)C 3-[(3S,5R,8R,9S,10S,13R,14S,17R)-3,14-dihydroxy-10,13-dimethyl-1,2,3,4,5,6,7,8,9,11,12,15,16,17-tetradecahydrocyclopenta[a]phenanthren-17-yl]-2H-furan-5-one